The molecule is a hydrochloride obtained by reaction of lurasidone with one equivalent of hydrochloric acid. An atypical antipsychotic agent used for the treatment of schizophrenia. It has a role as a dopaminergic antagonist, a serotonergic antagonist, an adrenergic antagonist and a second generation antipsychotic. It contains a lurasidone(1+). C1CC[C@H]([C@@H](C1)CN2CCN(CC2)C3=NSC4=CC=CC=C43)CN5C(=O)[C@H]6[C@@H]7CC[C@@H](C7)[C@H]6C5=O.Cl